1-(2-hydroxy-ethyl)-3-methylimidazole bromide [Br-].OCCN1CN(C=C1)C